NC=1C2=C(N=CN1)N(C(=C2C2=CC=C(C(=O)N(CC=1C=NN(C1)C)C)C=C2)C2=CC=C(C=C2)NC(C(=C)C)=O)C 4-(4-amino-6-(4-methacrylamido-phenyl)-7-methyl-7H-pyrrolo[2,3-d]pyrimidin-5-yl)-N-methyl-N-((1-methyl-1H-pyrazol-4-yl)methyl)benzamide